O-(Benzotriazol-1-yl)-N,N,N',N'-tetramethyl-uronium tetrafluoroborate F[B-](F)(F)F.N1(N=NC2=C1C=CC=C2)OC(=[N+](C)C)N(C)C